(S)-1-methyl-2-((3-(2-oxo-1-(4-(trifluoromethyl)phenyl)-1,2-dihydro-3H-imidazo[4,5-b]pyridin-3-yl)pyrrolidin-1-yl)methyl)-1H-imidazole-5-carboxylic acid CN1C(=NC=C1C(=O)O)CN1C[C@H](CC1)N1C(N(C=2C1=NC=CC2)C2=CC=C(C=C2)C(F)(F)F)=O